C1(CC1)C=1C=CC=C2C(=NN(C12)CCF)C1=C(C(=O)N)C=CC(=C1)F (7-cyclopropyl-1-(2-fluoroethyl)-1H-indazol-3-yl)-4-fluorobenzamide